N1=C(N=CC=C1)O[C@@H]1CC[C@H](CC1)O trans-4-(pyrimidin-2-yloxy)cyclohexan-1-ol